C([2H])([2H])([2H])OC(OC([2H])([2H])[2H])=O carbonic acid di[2H3]Methyl ester